3-methyl-1-o-tolyl-1H-imidazol-3-ium iodide [I-].C[N+]1=CN(C=C1)C1=C(C=CC=C1)C